C1(CCCCC1)C1COCCN1C1=NC(=NC2=CC=C(C=C12)N1C=CC2=C1C(N(C=C2)C)=O)C=2C=NN(C2)CC(C)(C)O 4-(3-cyclohexylmorpholino)-2-(1-(2-hydroxy-2-methylpropyl)-1H-pyrazol-4-yl)quinazolin-6-yl-6-methyl-1,6-dihydro-7H-pyrrolo[2,3-c]pyridin-7-one